C(C)(C)(C)OC([C@H](N)CS)=O D-cysteine tert-butyl ester